Tert-butyl 3-[({[(tert-butoxy)carbonyl]amino}sulfonyl)(1-cyclopropyl-5-fluoro-1H-pyrazol-4-yl)amino]piperidine-1-carboxylate C(C)(C)(C)OC(=O)NS(=O)(=O)N(C1CN(CCC1)C(=O)OC(C)(C)C)C=1C=NN(C1F)C1CC1